CCCC1O[C@@H]2C[C@H]3[C@@H]4CCC5=CC(=O)C=C[C@@]5([C@H]4[C@H](C[C@@]3([C@@]2(O1)C(=O)CO)C)O)C The molecule is a glucocorticoid steroid having a highly oxygenated pregna-1,4-diene structure. It is used mainly in the treatment of asthma and non-infectious rhinitis and for treatment and prevention of nasal polyposis. It has a role as an anti-inflammatory drug, a bronchodilator agent and a drug allergen. It is an 11beta-hydroxy steroid, a glucocorticoid, a cyclic acetal, a 20-oxo steroid, a 21-hydroxy steroid, a 3-oxo-Delta(1),Delta(4)-steroid and a primary alpha-hydroxy ketone. It derives from a hydride of a pregnane.